N1C(=NC2=C1C=CC=C2)C2=C(C=C(C=C2)Cl)C=2C(=CC(=CC2)C(N[C@H](C)C2=CC(=CC=C2)OC)=O)C(=O)O 2'-(1H-1,3-benzodiazol-2-yl)-5'-chloro-4-{[(1R)-1-(3-methoxyphenyl)ethyl]carbamoyl}-[1,1'-biphenyl]-2-carboxylic acid